3-(1-(2,5-Difluorophenyl)-4-(trimethylsilyl)but-3-yn-1-yl)-1-methylpyridin-2(1H)-one FC1=C(C=C(C=C1)F)C(CC#C[Si](C)(C)C)C=1C(N(C=CC1)C)=O